1-(4-(2,3-Dimethylphenyl)piperazin-1-yl)-2-(3-(4-hydroxypiperidin-1-carbonyl)-5,6,7,8-tetrahydrocyclohepta[c]pyrazol-1(4H)-yl)ethan-1-on CC1=C(C=CC=C1C)N1CCN(CC1)C(CN1N=C(C2=C1CCCCC2)C(=O)N2CCC(CC2)O)=O